COC1=CC=C(C=C1)C1=NOC(=N1)C1=CC=C(C=C1)NC(=O)C1CN(C(C1)=O)CC=1C=NC=CC1 N-{4-[3-(4-Methoxyphenyl)-1,2,4-oxadiazol-5-yl]phenyl}-5-oxo-1-[(pyridin-3-yl)methyl]-pyrrolidine-3-carboxamide